didotriacontyl fumarate C(\C=C\C(=O)OCCCCCCCCCCCCCCCCCCCCCCCCCCCCCCCC)(=O)OCCCCCCCCCCCCCCCCCCCCCCCCCCCCCCCC